6-Chloro-N-[3-(5-chloro-2-methylphenyl)-1-methyl-1H-pyrazol-5-yl]quinoline ClC=1C=C2C=CCN(C2=CC1)C1=CC(=NN1C)C1=C(C=CC(=C1)Cl)C